N[C@H](C(=O)N[C@H](C(=O)OCCN1CCOCC1)CC(C)C)CCC1=NC2=C(N1C)C=CC(=C2)N(CCCl)CCCl 2-Morpholinoethyl (2S)-2-[[(2S)-2-amino-4-[5-[bis(2-chloroethyl)amino]-1-methyl-benzimidazol-2-yl]butanoyl]amino]-4-methyl-pentanoate